6-(2-amino-6-fluoro-5-(3-((3-methoxyazetidin-1-yl)methyl)-4-morpholinophenyl)pyridin-3-yl)-7-fluoro-3,4-dihydroisoquinolin-1(2H)-one NC1=NC(=C(C=C1C=1C=C2CCNC(C2=CC1F)=O)C1=CC(=C(C=C1)N1CCOCC1)CN1CC(C1)OC)F